ONC(CCCCOC1=CC=C(C=C1)NC1=NC(=NC2=CC=CC=C12)C)=O N-hydroxy-5-(4-((2-methyl-4-quinazolinyl)amino)phenoxy)valeramide